2-amino-thienoazepine NC1C=C2C(=CC=CC=N2)S1